S1SC(C2=C1C=CC=C2)=S=O (3H-benzo[c][1,2]dithiol-3-ylidene)-λ4-sulfanone